5-bromo-2-methoxy-4-methyl-pyrimidine BrC=1C(=NC(=NC1)OC)C